C1(CC1)C(=O)NC1=CC=C(C(=N1)CN(C(OC(C)(C)C)=O)C)C1=COC=C1 tert-butyl ((6-(cyclopropanecarboxamido)-3-(furan-3-yl)pyridin-2-yl)methyl)(methyl)carbamate